O[C@@H](CNC(CCN1C(C=2C=CC=C(CNCCNCC1)N2)(CCC(NC[C@@H](CO)O)=O)CCC(NC[C@@H](CO)O)=O)=O)CO tris[3-[(2(S),3-dihydroxypropyl)amino]-3-oxopropyl]-3,6,9,15-tetraazabicyclo[9.3.1]pentadeca-1(15),11,13-triene